((perfluorophenyl)sulfonyl)piperidine FC1=C(C(=C(C(=C1F)F)F)F)S(=O)(=O)N1CCCCC1